3,7-dimethyloct-6-en-1-yl 8-((6-((4,4-bis(((Z)-oct-5-en-1-yl)oxy)butanoyl)oxy)hexyl)(2-hydroxyethyl)amino)octanoate C(CCC\C=C/CC)OC(CCC(=O)OCCCCCCN(CCCCCCCC(=O)OCCC(CCC=C(C)C)C)CCO)OCCCC\C=C/CC